2,7-dinitro-10-isopropyl-phenoxazine [N+](=O)([O-])C1=CC=2N(C3=CC=C(C=C3OC2C=C1)[N+](=O)[O-])C(C)C